CN1CCC(=CC1)C1=CC=2C(=NC=CC2C=2CCN(CC2)C(=O)OC(C)(C)C)N1 tert-butyl 4-[2-(1-methyl-3,6-dihydro-2H-pyridin-4-yl)-1H-pyrrolo[2,3-b]pyridin-4-yl]-3,6-dihydro-2H-pyridine-1-carboxylate